1-Butoxy-4-(1-phenylvinyl)benzeneid C(CCC)O[C-]1CC=C(C=C1)C(=C)C1=CC=CC=C1